2-(3-cyano-4-isobutoxy-phenyl)-4-methyl-thiazole-5-carboxylic acid C(#N)C=1C=C(C=CC1OCC(C)C)C=1SC(=C(N1)C)C(=O)O